ClC1=C(C=CC=C1)C1=NN2C(N=C(C=C2N2CCC(CC2)(C(=O)N)C)N(C)CP(=O)(C)C)=C1C1=CC=C(C=C1)Cl 1-[2-(2-chlorophenyl)-3-(4-chlorophenyl)-5-[dimethylphosphorylmethyl-(methyl)amino]pyrazolo[1,5-a]pyrimidin-7-yl]-4-methyl-piperidine-4-carboxamide